FC(C=1C=CC(=NC1)CC=1C(C2=C(C=CC(=C2C(C1CC)=O)F)F)=O)F 2-((5-(difluoromethyl)pyridin-2-yl)methyl)-3-ethyl-5,8-difluoronaphthalene-1,4-dione